FC=1C=C(C=CC1O)S(=O)(=O)Cl 3-Fluoro-4-hydroxybenzenesulfonyl chloride